4-(Methylamino)-2-(methylthio)pyrimidin CNC1=NC(=NC=C1)SC